[N-](S(=O)(=O)C(F)(F)F)S(=O)(=O)C(F)(F)F.C(CC)N1C(=[N+](C=C1)C)C 1-propyl-2,3-dimethylimidazolium bis(trifluoromethylsulfonyl)imide